N(C(=O)N)C[C@H](N)C(=O)O β-ureidoalanine